ClC=1C(=CC2=C(C=3N([C@@H](CO2)C(C)C)C=C(C(C3)=O)C(=O)O)C1)OCCCN1CCOCC1 (R)-2-chloro-7-isopropyl-3-(3-morpholinopropoxy)-11-oxo-6,7-dihydro-11H-benzo[f]pyrido[1,2-d][1,4]oxazepine-10-carboxylic acid